NC(C(=O)OCC=CCCCCCCC)C.[Na] sodium beta-decenyl aminopropionate